calcium ((2R,3S,5R)-5-(4-amino-2-oxopyrimidin-1(2H)-yl)-3-(((benzyloxy)(hydroxy)phosphoryl)oxy)tetrahydrofuran-2-yl)methyl benzyl hydrogen phosphate P(=O)(OC[C@H]1O[C@H](C[C@@H]1OP(=O)(O)OCC1=CC=CC=C1)N1C(N=C(C=C1)N)=O)(OCC1=CC=CC=C1)O.[Ca]